FC1=NC(=CC=C1C(C)=O)OC 1-(2-fluoro-6-methoxypyridin-3-yl)ethan-1-one